FC1=C(C=CC(=C1)OCCCCCC)C1=CC=2NC3=CC(=CC=C3C2C=C1)C1=C(C=C(C=C1)OCCCCCC)F 2,7-bis(2-fluoro-4-(hexyloxy)phenyl)-9H-carbazole